C1(CC1)N1N=CC(=C1CO[C@@]12N(C[C@@H](CC1)C2)C=2C=CC(=C(C(=O)O)C2)F)C2=C(C=CC=C2Cl)Cl (1S,4S,5R)-5-{[1-cyclopropyl-4-(2,6-dichlorophenyl)-1H-pyrazol-5-yl]methoxyl-2-azabicyclo[2.2.1]heptan-2-yl}-2-fluorobenzoic acid